ClC1=CC(=NC=C1)NC(CC1=CC=C(C=C1)SC)=O N-(4-chloropyridin-2-yl)-2-(4-(methylthio)phenyl)acetamide